3-(3-fluoro-4-(4-(hydroxymethyl)-2-oxopiperidin-1-yl)phenyl)piperidine-2,6-dione FC=1C=C(C=CC1N1C(CC(CC1)CO)=O)C1C(NC(CC1)=O)=O